N1C[C@H](CCC1)C1CCN(CC1)C1=NC(=C(C(=N1)N[C@H](C)C1=C(C=C(C=C1)Cl)Cl)Cl)C 2-((R)-[3,4'-bipiperidin]-1'-yl)-5-chloro-N-((R)-1-(2,4-dichlorophenyl)ethyl)-6-methylpyrimidin-4-amine